C=CC(=O)NCCCOCCOCCOCCCNC(=O)C=C N,N'-Diacryloyl-4,7,10-trioxa-1,13-tridecanediamine